OC1C(N(CC1)C(=O)OCC1=CC=CC=C1)C benzyl 3-hydroxy-2-methyl-pyrrolidine-1-carboxylate